Methyl methoxytetrafluoropropionate COC(C(C(=O)OC)(F)F)(F)F